OC1=CC=C(C=C1)NC1=NC=CC=C1NS(=O)(=O)C1=CC=C(C=C1)OC N-[2-[(4-hydroxyphenyl)amino]-3-pyridyl]-4-methoxybenzenesulfonamide